CC1C(C2=CC=CC=C2C1)=O methyl-1-oxo-2,3-dihydro-1H-indene